C(C)(C)N1C(N(C2=C1C=C(C=C2)C(=O)NC2(CCS(CC2)(=O)=O)C)C2=CC(=CC=C2)C(F)(F)F)=O 3-isopropyl-N-(4-methyl-1,1-dioxidotetrahydro-2H-thiopyran-4-yl)-2-oxo-1-(3-(trifluoromethyl)phenyl)-2,3-dihydro-1H-benzo[d]imidazole-5-carboxamide